magnesium methyl folate C(CC[C@@H](C(=O)O)NC(=O)C1=CC=C(NCC2=CN=C3N=C(N)NC(=O)C3=N2)C=C1)(=O)OC.[Mg]